C(#N)N1CC(CC1)CNC(\C=C\C1=C(C=C(C=C1)OC)F)=O (E)-N-((1-Cyanopyrrolidin-3-yl)methyl)-3-(2-fluoro-4-methoxyphenyl)acrylamid